COC1(COC1)C1=CC=CC(=N1)N1CC2(C3=CNC(=CC31)NC(C)=O)CC2 N-(1'-(6-(3-methoxyoxetan-3-yl)pyridin-2-yl)-1',2',5',7a'-tetrahydrospiro[cyclopropane-1,3'-pyrrolo[3,2-c]pyridin]-6'-yl)acetamide